6,6'-tetra-(azido)azo-1,3,5-triazine N(=[N+]=[N-])C1=NC(=NC(=N1)N=NC1=NC(=NC(=N1)N=[N+]=[N-])N=[N+]=[N-])N=[N+]=[N-]